(E)-1-(2,4-dibromo-3-methoxybenzylidene)-2-ethylhydrazine hydrochloride Cl.BrC1=C(\C=N\NCC)C=CC(=C1OC)Br